ClC=1C=C(C=CC1C(=O)N1CCN(CC1)C(=O)[C@H]1NC[C@](C1)(O)CC)NC(=O)C=1N(C(=CN1)C1=C(C(=C(C=C1)OC)F)F)C N-[3-chloro-4-[4-[(2S,4S)-4-ethyl-4-hydroxy-pyrrolidine-2-carbonyl]piperazine-1-carbonyl]phenyl]-5-(2,3-difluoro-4-methoxy-phenyl)-1-methyl-imidazole-2-carboxamide